FC=1C(=NN(C1)C(C(=O)OCC)(C)C)C=O ethyl 2-(4-fluoro-3-formyl-1H-pyrazol-1-yl)-2-methylpropanoate